C1=NC=C(C2=CC=CC=C12)N1C(N(C[C@@H]1C#N)C1=CC=C(C=C1)OC(F)(F)F)=O (R)-3-(isoquinolin-4-yl)-2-oxo-1-(4-(trifluoromethoxy)phenyl)imidazoline-4-carbonitrile